CC1(CC2=C(C3=CC=CC=C3C(=C2C=C1)OCC)OCC)CC 2-methyl-2-ethyl-9,10-diethoxyanthracene